ClC1=C(C=C2C(=C(N(C2=C1F)C)C=1NC(=NN1)C(C)=O)C=1C=NNC1)OCC 1-(5-(6-chloro-5-ethoxy-7-fluoro-1-methyl-3-(1H-pyrazol-4-yl)-1H-indol-2-yl)-4H-1,2,4-triazol-3-yl)ethan-1-one